Acetic acid [(2s,3s,4e,6r)-3-methyl-12-oxo-2-[(2e,4e,6s)-6-pyridin-2-yl-hept-2,4-dien-2-yl]-1-oxocyclododec-4-en-6-yl] ester C[C@@H]\1[C@H](C(C(CCCCC[C@H](/C=C1)OC(C)=O)=O)=O)\C(\C)=C\C=C\[C@H](C)C1=NC=CC=C1